(3-(4-(tert-butoxycarbonyl)piperazin-1-yl)phenyl)boronic acid C(C)(C)(C)OC(=O)N1CCN(CC1)C=1C=C(C=CC1)B(O)O